1-(2-((2R,6R)-2,6-dimethylmorpholino)ethyl)-4-hydroxy-N-((1s,4S)-4-methylcyclohexyl)-2-oxo-1,2-dihydro-1,8-naphthyridine-3-carboxamide C[C@H]1O[C@@H](CN(C1)CCN1C(C(=C(C2=CC=CN=C12)O)C(=O)NC1CCC(CC1)C)=O)C